dimethyl-4,4'-sulfonyldiphenol CC=1C(=C(C=CC1S(=O)(=O)C1=CC=C(C=C1)O)O)C